N1=CN=CC2=C1NC=C2C=2N=C(C1=C(N2)SC=N1)NC1C(C2CCC1CC2)C(=O)O trans-3-((5-(7H-pyrrolo[2,3-d]pyrimidin-5-yl)thiazolo[5,4-d]pyrimidin-7-yl)amino)bicyclo[2.2.2]octane-2-carboxylic acid